C(C)(C)(C)OC(=O)N(C(OC(C)(C)C)=O)C1=C2N=CN(C2=NC=N1)CC1=CC(=NC=C1N1C[C@@H](C[C@H](C1)CF)NC(=O)OC(C)(C)C)C1=CC(=C(C=C1)OC)F tert-butyl (tert-butoxycarbonyl)(9-((5-((3R,5R)-3-((tert-butoxycarbonyl)amino)-5-(fluoromethyl)piperidin-1-yl)-2-(3-fluoro-4-methoxyphenyl)pyridin-4-yl)methyl)-9H-purin-6-yl)carbamate